FC(C=1C=CC=C2C(=CC=NC12)O[C@@H]1CN(CC1)CC(=O)N1[C@@H](CCC1)C#N)(F)F (S)-1-(2-((S)-3-((8-(trifluoromethyl)quinolin-4-yl)oxy)pyrrolidin-1-yl)acetyl)pyrrolidine-2-carbonitrile